5-(4-methyl-1H-imidazol-1-yl)-2-aminopyridine CC=1N=CN(C1)C=1C=CC(=NC1)N